N1(CCOCC1)CC1=C(C(=O)C2CNC(C23CCNCC3)=O)C=CC=C1 4-[(morpholin-4-yl)methylbenzoyl]-2,8-diazaspiro[4.5]decan-1-one